tert-butyl 4-({5-[2-(2-aminopyridin-3-yl)-5-(pyrazol-1-yl)imidazo[4,5-b]pyridin-3-yl]-2,3-dihydro-1H-inden-1-yl}amino)piperazine-1-carboxylate NC1=NC=CC=C1C1=NC=2C(=NC(=CC2)N2N=CC=C2)N1C=1C=C2CCC(C2=CC1)NN1CCN(CC1)C(=O)OC(C)(C)C